BrC1=CC=C(C=C1)C=1N(C2=CC=CC=C2C1C(CCC1=CC=CC=C1)=O)CC(C(=O)N)(C)C 3-(2-(4-Bromophenyl)-3-(3-phenylpropanoyl)-1H-indol-1-yl)-2,2-dimethylpropanamide